O=C1NC(CCC1NC(C1=CC=C(C=C1)N1CCC(CC1)CN1CCNCC1)=O)=O N-(2,6-dioxopiperidin-3-yl)-4-(4-(piperazin-1-ylmethyl)piperidin-1-yl)benzamide